tert-Butyl [{2-chloro-5-[2'-methyl-5'-(pentafluoroethyl)-4'-(trifluoromethyl)-2'H-[1,3'-bipyrazol]-4-yl]benzoyl}(1-cyanocyclopropyl)amino]methyl pentanedioate C(CCCC(=O)OCN(C1(CC1)C#N)C(C1=C(C=CC(=C1)C=1C=NN(C1)C=1N(N=C(C1C(F)(F)F)C(C(F)(F)F)(F)F)C)Cl)=O)(=O)OC(C)(C)C